BrC=1C=C(C=CC1F)NC(=NO)C1=NON=C1NCCS(NCC)(=O)=O N-(3-bromo-4-fluorophenyl)-N'-hydroxyl-4-((2-(N-ethylsulfamoyl)ethyl)-amino)-1,2,5-oxadiazol-3-formamidine